CN(C(CN)C)CC methylethylpropylenediamine